1-(4-(3-(4,4-difluoropiperidine-1-carbonyl)pyrazin-2-yl)piperazin-1-yl)prop-2-en-1-one FC1(CCN(CC1)C(=O)C=1C(=NC=CN1)N1CCN(CC1)C(C=C)=O)F